6-[5-(difluoromethyl)-1,3,4-oxadiazol-2-yl]-2-(4-methoxyphenyl)-2,3-dimethyl-2,3-dihydro-4H-1,3-benzoxazin-4-one FC(C1=NN=C(O1)C=1C=CC2=C(C(N(C(O2)(C)C2=CC=C(C=C2)OC)C)=O)C1)F